tert-butyl (S)-2-(5-(4-fluoro-2-(isopropyl (tetrahydrofuran-3-yl) carbamoyl) phenoxy) pyrimidin-4-yl)-2,7-diazaspiro[3.5]nonane-7-carboxylate FC1=CC(=C(OC=2C(=NC=NC2)N2CC3(C2)CCN(CC3)C(=O)OC(C)(C)C)C=C1)C(N([C@@H]1COCC1)C(C)C)=O